ClC1=C(C=CC(=C1)F)C1NC(C=2C1=C(C=C1CN(C(NC21)=O)C([2H])([2H])[2H])NC(C2=CC(=CC(=C2)F)C(F)(F)F)=O)=O N-[7-(2-chloro-4-fluorophenyl)-2,9-dioxo-3-(trideuteriomethyl)-2,3,4,7,8,9-hexahydro-1H-pyrrolo[4,3-h]quinazolin-6-yl]-5-fluoro-3-(trifluoromethyl)benzamide